3-(4-methoxybenzyl)-7-methyl-3,4-dihydro-5H-pyrazolo[3,4-c]isoquinolin-5-one COC1=CC=C(CN2N=CC3=C2NC(C=2C=C(C=CC32)C)=O)C=C1